((S)-4-diazo-3-oxo-1-((S)-2-oxopyrrolidin-3-yl)butan-2-yl)carbamic acid tert-butyl ester C(C)(C)(C)OC(N[C@@H](C[C@H]1C(NCC1)=O)C(C=[N+]=[N-])=O)=O